[Na].C(C1=CC=CC=C1)OC(=O)C=1N(C=CC1C1=NC=CC=C1)S(NC(=O)OCC1=CC=CC=C1)(=O)=O 1-(benzyloxycarbonyl-sulfamoyl)-3-(2-pyridyl)pyrrole-2-carboxylic acid benzyl ester sodium salt